1-{2-[6'-methyl-2'-(quinolin-3-yl)-5',6'-dihydrospiro[azetidine-3,4'-pyrrolo[1,2-b]pyrazol]-1-yl]-2-oxoethyl}pyrrolidin-2-one CC1CC2(C=3N1N=C(C3)C=3C=NC1=CC=CC=C1C3)CN(C2)C(CN2C(CCC2)=O)=O